(8r,9r)-5-fluoro-8-(4-fluorophenyl)-9-(6-methyl-8-oxo-5,7-diazaspiro-[3.4]oct-5-en-7-yl)-8,9-dihydro-2H-pyrido[4,3,2-de]phthalazin-3(7H)-one FC=1C=C2C=3C(=NNC(C3C1)=O)[C@@H]([C@H](N2)C2=CC=C(C=C2)F)N2C(=NC1(CCC1)C2=O)C